methylfuran-3-one CC1OC=CC1=O